C(C(=C)C)(=O)OCCC[Si](Cl)(C)C Dimethylchlorosilylpropyl methacrylate